(9-[1,1'-Biphenyl]-3-yl-9H-carbazol-3-yl)boronic acid C1(=CC(=CC=C1)N1C2=CC=CC=C2C=2C=C(C=CC12)B(O)O)C1=CC=CC=C1